3-(4-methyl-1-oxo-6-(trifluoromethyl)isoindolin-2-yl)piperidine-2,6-dione CC1=C2CN(C(C2=CC(=C1)C(F)(F)F)=O)C1C(NC(CC1)=O)=O